P(=O)(OC1=C2C=CNC2=CC=C1)([O-])[O-] 1H-indol-4-yl phosphate